C(=O)(OC(C)(C)C)N[C@H]1CC(CCC1)=O (1R)-N-Boc-3-oxo-cyclohexylamine